(4-Fluoro-4-methylpiperidin-1-yl)(4-nitrophenyl)methanone FC1(CCN(CC1)C(=O)C1=CC=C(C=C1)[N+](=O)[O-])C